Cl.C(C)OC(=O)C1=C(N=C(S1)C1=CC=C(C=C1)O)C (4-hydroxyphenyl)-4-methyl-5-thiazolecarboxylic acid ethyl ester hydrochloride